4,4'-methylenebis(2-methylcyclohexylamide) C(C1CC(C(CC1)[NH-])C)C1CC(C(CC1)[NH-])C